C(CCCCC(=O)O)(=O)O.OC(CCCCC(=O)OCCC)CCCl n-propyl 6-hydroxy-8-chlorooctanoate adipate